C(C)(C)(C)C1=NC(=NO1)C(=O)NCC1=C(C=C(C=C1)C1=NC=NN2C1=CC(=C2)N2CC(CC2)F)C 5-(tert-butyl)-N-(4-(6-(3-fluoropyrrolidin-1-yl)pyrrolo[2,1-f][1,2,4]triazin-4-yl)-2-methylbenzyl)-1,2,4-oxadiazole-3-carboxamide